[Si](C)(C)(C(C)(C)C)OC[C@@]1(CN2C(O1)=C(C=N2)[S@](=O)(NC(C2=CC=CC=C2)(C2=CC=CC=C2)C2=CC=CC=C2)=NC(NC2=C1CCC1=CC=1CCC21)=O)C (R,2S)-2-(((tert-butyldimethylsilyl)oxy)methyl)-2-methyl-N'-(tricyclo[6.2.0.03,6]deca-1,3(6),7-trien-2-ylcarbamoyl)-N-trityl-2,3-dihydropyrazolo[5,1-b]oxazole-7-sulfonimidamide